ClC=1C=C(C=CC1)CCN1C[C@@H](OCCC1)COC1=CC=C(C=C1)N(S(=O)(=O)C)C (R)-N-(4-((4-(3-chlorophenyl-ethyl)-1,4-oxazepan-2-yl)methoxy)phenyl)-N-methyl-methanesulfonamide